C1(C=CC=C1)[Mg]C1C=CC=C1 bisCyclopentadienyl-Magnesium